({[(1S,2S,4S)-2-azido-4-(trifluoromethoxy)cyclopentyl]oxy}methyl)benzene N(=[N+]=[N-])[C@@H]1[C@H](C[C@H](C1)OC(F)(F)F)OCC1=CC=CC=C1